N1N(CCCCCC1N)N diazacyclooctane-2,8-diamine